N-[3-(4-hydroxyphenyl)-1-oxo-2-propenyl]-L-phenylalanine, methyl ester OC1=CC=C(C=C1)C=CC(=O)N[C@@H](CC1=CC=CC=C1)C(=O)OC